C(C)OCC1(CCN(CC1)CC1=CC=C(C(=O)NC)C=C1)CCC1=CC=CC=C1 4-((4-(ethoxymethyl)-4-phenethylpiperidin-1-yl)methyl)-N-methylbenzamide